FC1=C(C=C(C(=O)O)C=C1)NS(=O)(=O)C1=CC=C(C=C1)C 4-fluoro-3-((4-methylphenyl)sulfonylamino)benzoic acid